N-cyclopropyl-2,4-dihydroxy-6-pentyl-benzenesulfonamide C1(CC1)NS(=O)(=O)C1=C(C=C(C=C1CCCCC)O)O